ClC1=CC=C(C(=N1)C#N)O[C@H](C)C=1C=C(C=C2C(C(=C(OC12)C1CC1)C)=O)C 6-Chloro-3-[(1R)-1-(2-cyclopropyl-3,6-dimethyl-4-oxo-chromen-8-yl)ethoxy]pyridine-2-carbonitrile